C(CCCCC)C(C(=O)OCC(COC(C(CCCCCC)CCCCCC)=O)(COC(CCCCCCC)=O)COC(CCCN(C)C)=O)CCCCCC 2-(((4-(Dimethylamino) butanoyl)oxy)methyl)-2-((octanoyloxy) methyl)propane-1,3-diyl bis(2-hexyloctanoate)